Ethyl 5-bromo-3-fluoro-6-[(2H3)methyloxy]pyridine-2-carboxylate BrC=1C=C(C(=NC1OC([2H])([2H])[2H])C(=O)OCC)F